(R)-7-(4-bromo-3-(trifluoromethyl)benzoyl)-3-(4-cyclopropoxyphenyl)-6-methyl-2-thioxo-2,3,5,6,7,8-hexahydropyrido[3,4-d]pyrimidin-4(1H)-one BrC1=C(C=C(C(=O)N2CC=3NC(N(C(C3C[C@H]2C)=O)C2=CC=C(C=C2)OC2CC2)=S)C=C1)C(F)(F)F